2-(4-(bromomethyl)phenyl)-4-chloro-1-ethyl-1H-imidazole BrCC1=CC=C(C=C1)C=1N(C=C(N1)Cl)CC